NC1=C(C(=CC=C1)Cl)C(=O)C1=C(C=CC(=C1)OC)F (2-amino-6-chloro-phenyl)-(2-fluoro-5-methoxy-phenyl)methanone